Benzyl (2R,3R)-2-(3-methoxy-2-methyl-phenyl)-3-morpholino-pyrrolidine-1-carboxylate COC=1C(=C(C=CC1)[C@H]1N(CC[C@H]1N1CCOCC1)C(=O)OCC1=CC=CC=C1)C